O1C2C(CC1)(CCC2)NC(C2=CC(=NC=C2)N2C=NC=C2)=O N-(hexahydro-3aH-cyclopenta[b]furan-3a-yl)-2-(1H-imidazol-1-yl)isonicotinamide